COC(=O)C=1N(C2=C(C=CC(=C2C(C1)=C=O)F)C)C 5-fluoro-1,8-dimethyl-4-carbonyl-1,4-dihydroquinoline-2-carboxylic acid methyl ester